O=S1(N(CC(N1)=O)C=1C(=C(C=CC1O)C=1N=CN(C1)C1=CC=C(C#N)C=C1)F)=O 4-(4-(3-(1,1-dioxido-4-oxo-1,2,5-thiadiazolidin-2-yl)-2-fluoro-4-hydroxyphenyl)-1H-imidazol-1-yl)benzonitrile